N-((1R,2R)-2-((3-bromo-2-methoxy-6-methylpyridin-4-yl)oxy)cyclobutyl)-2-methylpropan-2-sulfinamide BrC=1C(=NC(=CC1O[C@H]1[C@@H](CC1)NS(=O)C(C)(C)C)C)OC